ClC=1C=C2C(N(C(=NC2=CC1)C)C1=CC=C(C=C1)OC)=O 6-chloro-3-(4-methoxyphenyl)-2-methylquinazolin-4(3H)-one